CS(=O)(=O)N1N=NC(=C1)C1=C(C=CC=C1)Cl 1-(methylsulfonyl)-4-(chlorophenyl)-1H-1,2,3-triazole